Cl.C(C)N=C=NCCCN(C)C Ethyl-(3-dimethylaminopropyl)carbodiimide hydrochloride